(±)-4-[2-(2-Fluoro-6-methoxy-phenyl)azepan-1-yl]-6-methyl-pyrimidin-2-amine FC1=C(C(=CC=C1)OC)[C@@H]1N(CCCCC1)C1=NC(=NC(=C1)C)N |r|